5-(3-(trifluoromethyl)phenyl)-N-(3-(2-(diethylamino)propyl)-1,2,4-thiadiazol-5-yl)furan-3-carboxamide FC(C=1C=C(C=CC1)C1=CC(=CO1)C(=O)NC1=NC(=NS1)CC(C)N(CC)CC)(F)F